CC(C)COC1=CC=C(C=C1)CNC(=O)N(CC2=CC=C(C=C2)F)C3CC[NH+](CC3)C The molecule is a piperidinium ion obtained by protonation of the piperidine nitrogen of pimavanserin. It is a conjugate acid of a pimavanserin.